3,4,5-trifluoro-phenylethylamine FC=1C=C(C=C(C1F)F)CCN